CC=1C=CC(=NC1)CC=1C(C2=CC=CC=C2C(C1CCC)=O)=O ((5-methylpyridin-2-yl)methyl)-3-propylnaphthalene-1,4-dione